1-[2-chloro-4-(trifluoromethyl)phenyl]-4-[6-(2-methoxyphenyl)pyridin-3-yl]-N-[(3S)-1-methylpyrrolidin-3-yl]piperidine-4-carboxamide ClC1=C(C=CC(=C1)C(F)(F)F)N1CCC(CC1)(C(=O)N[C@@H]1CN(CC1)C)C=1C=NC(=CC1)C1=C(C=CC=C1)OC